C(C=C)(=O)N1CCN(CC1)C1=C(C(=NC2=C(C(=C(C=C12)Cl)C1=CC=C(C2=C1N=C(S2)N)F)F)N)C#N 4-(4-Acryloylpiperazin-1-yl)-2-amino-7-(2-amino-7-fluorobenzo[d]thiazol-4-yl)-6-chloro-8-fluoroquinoline-3-Carbononitrile